4-Hydroxybutylmethacrylat OCCCCOC(C(=C)C)=O